CC1=C(SC=C1)C(O)C1=CC(=CC=C1)C(F)(F)F (3-methylthiophene-2-yl)(3-(trifluoromethyl)phenyl)methanol